N,N-dipropyl-Pentanamide C(CC)N(C(CCCC)=O)CCC